(2S,3R)-methyl 3-(benzyloxy)-2-(2-((S)-2,2-dimethylcyclopropanecarbonyl)-2,6-diazaspiro[3.4]octane-8-carboxamido)butanoate C(C1=CC=CC=C1)O[C@@H]([C@@H](C(=O)OC)NC(=O)C1CNCC12CN(C2)C(=O)[C@@H]2C(C2)(C)C)C